ClC=1C=C2C(=NN1)NC[C@]1(N2C[C@H](C1)O)C(F)F (6aS,8S)-2-chloro-6a-(difluoromethyl)-5,6,6a,7,8,9-hexahydropyrrolo[1',2':4,5]-pyrazino[2,3-c]pyridazin-8-ol